OC1=C(CNC2=C3N=CN(C3=NC=N2)[C@H]2[C@@H](O)[C@H](O)[C@H](O2)CO)C=CC=C1F 6-(2-hydroxy-3-fluorobenzylamino)-9-β-D-arabinofuranosylpurine